C1(=CC=CC=2C3=CC=CC=C3C=CC12)C=O phenanthreneformaldehyde